tert-butyl 2-((3-bromo-2-methylphenoxy)methyl)-7-azaspiro[3.5]nonane-7-carboxylate BrC=1C(=C(OCC2CC3(C2)CCN(CC3)C(=O)OC(C)(C)C)C=CC1)C